C1CCC2=C(C=3CCCC3C=C12)NC(=O)N=[S@@](=O)(N)C1=CC=C2CCN(CC2=C1)C (S)-N'-((1,2,3,5,6,7-hexahydro-s-indacen-4-yl)carbamoyl)-2-methyl-1,2,3,4-tetrahydroisoquinoline-7-sulfonimidamide